FC=1C=C(CNC=2C=3C4=C(C(N(C4=CC2)C2C(NC(CC2)=O)=O)=O)C=CC3)C=CC1CN1CCCCC1 3-(6-((3-fluoro-4-(piperidin-1-ylmethyl)benzyl)amino)-2-oxo-benzo[cd]indol-1(2H)-yl)piperidine-2,6-dione